C(C)(C)C1=C(NC2=CC=C(C=C12)C1=NN=C(O1)CN1CCOCC1)C1=C2C(=NC=C1)NN=C2 4-((5-(3-isopropyl-2-(1H-pyrazolo[3,4-b]pyridin-4-yl)-1H-indol-5-yl)-1,3,4-oxadiazol-2-yl)methyl)morpholine